OC1=C(C(=C(C(=C1)O)C(CCC)=O)OC)C 1-(4,6-dihydroxy-2-methoxy-3-methylphenyl)butan-1-one